4-((tert-butyl-Oxycarbonyl)amino)tetrahydro-2H-pyran-4-carboxylic acid C(C)(C)(C)OC(=O)NC1(CCOCC1)C(=O)O